C1(CC1)CN1C=CC2=NN(C(C(=C21)C=2C=CC(=NC2)C(=O)NC)=O)C2=CC1=CN(N=C1C=C2)C 5-(5-(cyclopropylmethyl)-2-(2-methyl-2H-indazol-5-yl)-3-oxo-3,5-dihydro-2H-pyrrolo[3,2-c]pyridazin-4-yl)-N-methylpicolinamide